N-[3-[6-(difluoromethoxy)-3,4-dihydro-2H-1,4-benzothiazin-7-yl]-1-(1-methyl-2-oxo-pyrrolidin-3-yl)pyrazol-4-yl]pyrazolo[1,5-a]pyrimidine-3-carboxamide FC(OC=1C(=CC2=C(NCCS2)C1)C1=NN(C=C1NC(=O)C=1C=NN2C1N=CC=C2)C2C(N(CC2)C)=O)F